C(C)(C)(C)C1=NCCC2=CC=C(C=C12)C1=NC=NC2=CC(=C(C=C12)OC)OC tert-butyl-7-(6,7-dimethoxyquinazolin-4-yl)-3,4-dihydroisoquinoline